N-[(1R,3S)-3-(4-acetylpiperazin-1-yl)cyclohexyl]-4-fluoro-7-methyl-1H-indole-2-carboxamide C(C)(=O)N1CCN(CC1)[C@@H]1C[C@@H](CCC1)NC(=O)C=1NC2=C(C=CC(=C2C1)F)C